(2R)-3-[(2'S,7R)-2-chloro-2'-methyl-spiro[4,5-dihydrothieno[2,3-c]pyran-7,4'-piperidine]-1'-yl]-2-hydroxy-propanamide ClC1=CC2=C(S1)[C@@]1(C[C@@H](N(CC1)C[C@H](C(=O)N)O)C)OCC2